Aceanthrylene C1=CC2=CC=CC3=CC4=CC=CC=C4C1=C23